8-aza-7-deazaadenine N1=CN=C2N=NCC2=C1N